2,2',3,3',4,4',5,5'-Octabromobiphenyl BrC1=C(C=C(C(=C1Br)Br)Br)C1=C(C(=C(C(=C1)Br)Br)Br)Br